4,4'-Butylidenebis(6-tert-butyl-m-cresol) C(CCC)(C=1C(=CC(=C(C1)C(C)(C)C)O)C)C=1C(=CC(=C(C1)C(C)(C)C)O)C